FC=1C=CC(=C2C=C(N(C12)CCC1=NC(=CC(=N1)N)C1=CC=C(C=C1)C1=NC=CC=C1)C)C 2-[2-(7-Fluoro-2,4-dimethyl-indol-1-yl)-ethyl]-[6-(4-pyridin-2-yl-phenyl)-pyrimidin-4-yl]-amine